4-iodobenzo[c][1,2,5]oxadiazole IC1=CC=CC2=NON=C21